ClC1=NC=C(C(=N1)C1=CC(=CC=C1)[N+](=O)[O-])C1=CC(=C(C=C1)OC1=NC=CC(=N1)C)F 2-chloro-5-(3-fluoro-4-((4-methylpyrimidin-2-yl)oxy)phenyl)-4-(3-nitrophenyl)pyrimidine